C(CCCC)C(C(=O)OCC(COC(C(CCCCCCCC)CCCCC)=O)N1CCC2(CC1)CCN(CC2)CCCCO)CCCCCCCC 2-(9-(4-hydroxybutyl)-3,9-diazaspiro[5.5]undecan-3-yl)propane-1,3-diyl bis(2-pentyldecanoate)